(S)-6-((1-(2-fluoro-5-methylphenyl)ethyl)amino)-3-(tetrahydro-2H-pyran-4-yl)-1,3,5-triazine-2,4(1H,3H)-dione calcium salt [Ca].FC1=C(C=C(C=C1)C)[C@H](C)NC1=NC(N(C(N1)=O)C1CCOCC1)=O